2-(bicyclo[2.2.1]hept-5-en-2-yl)bicyclo[2.2.1]heptane C12C(CC(C=C1)C2)C2C1CCC(C2)C1